(S)-3,5-difluoro-4-(3-(4-(methoxycarbonyl)morpholin-2-yl)propanoyl)benzoic acid FC=1C=C(C(=O)O)C=C(C1C(CC[C@H]1CN(CCO1)C(=O)OC)=O)F